COC1=CC2=C(N=C(S2)C)C=C1[N+](=O)[O-] 6-methoxy-2-methyl-5-nitrobenzo[d]thiazole